5-(3,5-dichloro-4-(4-hydroxy-3-isopropylbenzyl)phenoxy)pentanoic acid ClC=1C=C(OCCCCC(=O)O)C=C(C1CC1=CC(=C(C=C1)O)C(C)C)Cl